(S)-4-benzyl-3-(hydroxymethyl)piperazine-1-carboxylic acid tert-butyl ester C(C)(C)(C)OC(=O)N1C[C@H](N(CC1)CC1=CC=CC=C1)CO